NC=1OC=C(CC1C#N)C#N 2-amino-3,5-dicyano-4H-pyran